C(C)(C)(C)OC(=O)N1CCN(CC1)C1=CC(=CC(=C1)F)NC(=O)C1=NC(=NC(=C1)C(F)(F)F)N1C=NC=C1 tert-butyl-4-(3-(2-(1H-imidazol-1-yl)-6-(trifluoromethyl)pyrimidine-4-carboxamido)-5-fluorophenyl)piperazine-1-carboxylate